3-fluoro-2-(propylaminosulfonylamino)pyridin FC=1C(=NC=CC1)NS(=O)(=O)NCCC